1,2-Bis(3-aminopropoxy)ethane NCCCOCCOCCCN